BrC1=CC(=C(C=C1)NC[C@@H](C(=O)O)NC(=O)OC(C)(C)C)[N+](=O)[O-] (S)-3-((4-bromo-2-nitrophenyl)amino)-2-((tert-butoxycarbonyl)amino)propanoic acid